4-(4-aminophenyl)tetrahydro-2H-thiopyran 1,1-dioxide NC1=CC=C(C=C1)C1CCS(CC1)(=O)=O